C(#N)[C@@H](C[C@H]1C(NCCC1)=O)NC(=O)[C@H]1N(C[C@@H]2[C@H]1CC(C2)(F)F)C(=O)C=2NC1=C(C(=CC(=C1C2)F)C)Cl (1S,3aS,6aR)-N-((R)-1-cyano-2-((S)-2-oxopiperidin-3-yl)ethyl)-2-(4-fluoro-6-methyl-7-chloro-1H-indole-2-carbonyl)-5,5-difluorooctahydrocyclopenta[c]pyrrole-1-carboxamide